CC1(CCC=2N(C3=CC(=CC=C3C2C1)C)C=1C=NC=CC1)NC(OCC1=CC=CC=C1)=O Benzyl (3,7-dimethyl-9-(pyridin-3-yl)-2,3,4,9-tetrahydro-1H-carbazol-3-yl)carbamate